trichloro[3-(pentafluorophenyl)propyl]silane Cl[Si](CCCC1=C(C(=C(C(=C1F)F)F)F)F)(Cl)Cl